Cl.[Cl-].CN(/C=C(\C=[N+](C)C)/C=1C2=C(N=CN1)NC=C2)C (E)-N-(3-(Dimethylamino)-2-(7H-pyrrolo[2,3-d]pyrimidin-4-yl)allylidene)-N-methylmethanaminium chloride hydrochloride